Cl.OC1C(N(CC1)C1CCNCC1)=O 3-hydroxy-1-(piperidin-4-yl)pyrrolidin-2-one hydrochloride